FC(CC)(F)C1=C(O[C@H](C(=O)[O-])C)C=CC(=C1)[N+](=O)[O-].[Na+] sodium (S)-2-(2-(1,1-difluoropropyl)-4-nitrophenoxy)propanoate